CC(C)(C)C1=C(C(=CC=C1)C(C)(C)C)O 2,6-di(1,1-dimethylethyl)phenol